1-(2-methoxy-6-((4-methoxybenzyl)oxy)phenyl)ethane-1-one COC1=C(C(=CC=C1)OCC1=CC=C(C=C1)OC)C(C)=O